C(C)(C1=CNC2=CC=CC=C12)=NN 3-acetyl-indole hydrazone